(8Z)-11-hydroxy-8-undecenylacetate OCC\C=C/CCCCCCCCC(=O)[O-]